bis(3,4-epoxycyclohexyl)adipic acid C1(CC2C(CC1)O2)C(C(=O)O)(CCCC(=O)O)C2CC1C(CC2)O1